2,3-dihydro-4H-benzo[b][1,4]oxazine-4-carboxamide O1C2=C(N(CC1)C(=O)N)C=CC=C2